N-(2-chlorophenyl)-N-(4-(5-(difluoromethyl)-1,3,4-oxadiazol-2-yl)-2-fluorobenzyl)methanesulfonamide ClC1=C(C=CC=C1)N(S(=O)(=O)C)CC1=C(C=C(C=C1)C=1OC(=NN1)C(F)F)F